5-(2-iodophenyl)thio-3-(1-isobutyl-1,2,3,6-tetrahydropyridin-4-yl)-1H-indole IC1=C(C=CC=C1)SC=1C=C2C(=CNC2=CC1)C=1CCN(CC1)CC(C)C